CN1N=NC(=C1C1=CC=2N(C=3C=C(C=CC3C2N=C1)C(O)(C)C)[C@@H](C1CCOCC1)C1=CC=CC=C1)C 3-(1,4-dimethyl-1H-1,2,3-triazol-5-yl)-α,α-dimethyl-5-[(S)-phenyl(tetrahydro-2H-pyran-4-yl)methyl]-5H-Pyrido[3,2-b]indole-7-methanol